6-(4-fluorophenyl)-5-(1-methyl-1H-benzo[d]imidazol-6-yl)tetrazolo[1,5-a]pyrazin-8-amine FC1=CC=C(C=C1)C=1N=C(C=2N(C1C=1C=CC3=C(N(C=N3)C)C1)N=NN2)N